N-octadecenyl-2-(3,4-ditetrahydropyranyloxyphenyl)-3,7-ditetrahydropyranyloxyquinolin-4-one C(=CCCCCCCCCCCCCCCCC)N1C(=C(C(C2=CC=C(C=C12)OC1OCCCC1)=O)OC1OCCCC1)C1=CC(=C(C=C1)OC1OCCCC1)OC1OCCCC1